N-[4-(6,7-dimethoxyquinolin-4-yl)-1-oxo-1λ6-thiomorpholin-1-ylidene]urea COC=1C=C2C(=CC=NC2=CC1OC)N1CCS(CC1)(=O)=NC(=O)N